methyl (R)-6-chloro-3-((1-(2-(1-cyanocyclopropyl)-3,6-dimethyl-4-oxo-3,4-dihydroquinazolin-8-yl)ethyl)amino)picolinate ClC1=CC=C(C(=N1)C(=O)OC)N[C@H](C)C=1C=C(C=C2C(N(C(=NC12)C1(CC1)C#N)C)=O)C